3-(trifluoromethyl)dihydrofuran-2(3H)-one FC(C1C(OCC1)=O)(F)F